2-{[(2S)-1-amino-3-{3'-[(methylsulfonyl)oxy]biphenyl-4-yl}-1-oxopropan-2-yl]carbamoyl}-1,4-oxazepane-4-carboxylate NC([C@H](CC1=CC=C(C=C1)C1=CC(=CC=C1)OS(=O)(=O)C)NC(=O)C1OCCCN(C1)C(=O)[O-])=O